(S)-2-(3-(3-(3-chloro-2-methylphenyl)ureido)bicyclo[1.1.1]pentan-1-yl)-N-(4-fluorophenyl)propanamide ClC=1C(=C(C=CC1)NC(NC12CC(C1)(C2)[C@@H](C(=O)NC2=CC=C(C=C2)F)C)=O)C